C(C)N1N=C2C=CC(=CC2=C1C(=O)OC)I methyl 2-ethyl-5-iodo-2H-indazole-3-carboxylate